BrC=1C=CC2=C(C3=C(CC(N2)=O)C2=CC(=CC=C2N3)Br)C1 2,9-dibromo-7,12-dihydro-indolo[3,2-d][1]benzazepin-6(5H)-one